CC1=NC(=NO1)C1=CC=C2C=CN=C(C2=C1)NCCC#N 3-[[7-(5-methyl-1,2,4-oxadiazol-3-yl)-1-isoquinolinyl]amino]propionitrile